2,2-bis[3-hydroxy-4-aminophenyl]Hexafluoropropane OC=1C=C(C=CC1N)C(C(F)(F)F)(C(F)(F)F)C1=CC(=C(C=C1)N)O